di-tert-butyl (2R,4R)-4-((6-chloro-3-fluoro-4-formylpyridin-2-yl) methyl)-2-methylpiperidine-1,4-dicarboxylate ClC1=CC(=C(C(=N1)C[C@@]1(C[C@H](N(CC1)C(=O)OC(C)(C)C)C)C(=O)OC(C)(C)C)F)C=O